phenol compound with sodium [Na].C1(=CC=CC=C1)O